CN1C(N(C=2N=CN(C2C1=O)[C@H](C(=O)NC=1SC=C(N1)C=1C=NC(=NC1)C(F)(F)F)C)C)=O (S)-2-(1,3-dimethyl-2,6-dioxo-1,2,3,6-tetrahydro-7H-purin-7-yl)-N-(4-(2-(trifluoromethyl)pyrimidin-5-yl)thiazol-2-yl)propanamide